N[C@@H](C)C(=O)C(C(=O)N)C alaninyl-propionamide